nonane-1,7-diol C(CCCCCC(CC)O)O